1-(2-hydroxyethyl)-4-dodecyl-imidazoleisophthalic acid methyl ester benzenesulfonate C1(=CC=CC=C1)S(=O)(=O)O.COC(C1=CC(C(=O)O)=CC=C1C=1N(C=C(N1)CCCCCCCCCCCC)CCO)=O